C(C)OC(=O)[C@@H]1CN(CCC1)C(=O)C1=CC2=C(C(C=3N=CC=NC3C2=O)=O)S1 (S)-1-(5,9-dioxo-5,9-dihydrothieno[2,3-g]quinoxaline-7-carbonyl)piperidine-3-carboxylic acid ethyl ester